N-(5'-((5-amino-6-chloropyrimidin-4-yl)amino)-2'-fluoro-4'-((3S,5R)-3,4,5-trimethylpiperazin-1-yl)-[1,1'-biphenyl]-4-yl)cyclohexanecarboxamide NC=1C(=NC=NC1Cl)NC=1C(=CC(=C(C1)C1=CC=C(C=C1)NC(=O)C1CCCCC1)F)N1C[C@@H](N([C@@H](C1)C)C)C